NCCN 1,4-di-aza-butane